4-amino-1-Boc-piperidine-4-carboxylic acid NC1(CCN(CC1)C(=O)OC(C)(C)C)C(=O)O